FC1=CC=C(C=C1)C1=C(C=C2C(=NC(N3C2=C1SCC(C3)C3=CSC=C3)=O)N3C[C@@H](N([C@@H](C3)C)C(=O)OC(C)(C)C)C)C(F)(F)F (2S,6R)-tert-butyl 4-(11-(4-fluorophenyl)-6-oxo-3-(thiophen-3-yl)-10-(trifluoromethyl)-2,3,4,6-tetrahydro-[1,4]thiazepino[2,3,4-ij]quinazolin-8-yl)-2,6-dimethylpiperazine-1-carboxylate